5-{[5-(3,4-difluorophenyl)-1H-imidazol-1-yl]methyl}-2-[(1-methanesulfonylpiperidin-4-yl)methoxy]benzonitrile FC=1C=C(C=CC1F)C1=CN=CN1CC=1C=CC(=C(C#N)C1)OCC1CCN(CC1)S(=O)(=O)C